2-((4-Chlorophenyl)amino)-4-cyclopropylbenzonitrile ClC1=CC=C(C=C1)NC1=C(C#N)C=CC(=C1)C1CC1